COC=1C=C(C=C(C1)OC)NC1=NC=C(C(=N1)NCCCNC(NCCC(=O)O)=S)C(=O)OCC 3-(3-(3-((2-((3,5-Dimethoxyphenyl)amino)-5-(ethoxycarbonyl)pyrimidin-4-yl)amino)propyl)thioureido)propanoic acid